N-(7-chloro-6-(1-(oxetan-3-yl)piperidin-4-yl)isoquinolin-3-yl)oxazole-4-carboxamide ClC1=C(C=C2C=C(N=CC2=C1)NC(=O)C=1N=COC1)C1CCN(CC1)C1COC1